BrC1=CC(=C(C(=O)NC=2C=C3C=CC(=NC3=C(C2)N2CCC(CC2)(F)F)OC)C=C1)N1CCC2(CC2)CC1 4-bromo-N-(8-(4,4-difluoropiperidin-1-yl)-2-methoxyquinolin-6-yl)-2-(6-azaspiro[2.5]oct-6-yl)benzamide